C(CCCCCCC\C=C/CCCCCCCC)[NH3+] Oleylammonium